(3R)-4-amino-N-((3S)-6-bromo-2,3-dihydro-1-benzofuran-3-yl)-N,3-dimethyl-1,3-dihydrofuro[3,4-c]quinoline-8-carboxamide NC1=NC=2C=CC(=CC2C2=C1[C@H](OC2)C)C(=O)N(C)[C@@H]2COC1=C2C=CC(=C1)Br